(S)-METHYL 5-(((1R,2R)-2-(HYDROXYMETHYL)CYCLOBUTYL)METHYL)-7-CHLORO-4,5-DIHYDRO-2H-SPIRO[BENZO[B][1,4]OXAZEPINE-3,4'-CHROMAN]-7-CARBOXYLATE OC[C@H]1[C@@H](CC1)CN1C2=C(OC[C@]3(CCOC4=CC=CC=C34)C1)C=CC(C2)(C(=O)OC)Cl